tert-butyl 4-(1-(hydroxymethyl)cyclopropyl)piperidine-1-carboxylate OCC1(CC1)C1CCN(CC1)C(=O)OC(C)(C)C